COC1=CC=C(CN2N=C3C(=C(C2=O)C(F)(F)F)CCC3CNCC(=O)N3CCN(CC3)C3=NC=C(C#N)C=C3)C=C1 6-(4-(((2-(4-Methoxybenzyl)-3-oxo-4-(trifluoromethyl)-3,5,6,7-tetrahydro-2H-cyclopenta[c]pyridazin-7-yl)methyl)glycyl)piperazin-1-yl)nicotinonitrile